ClCC(=O)N[C@H](C(=O)N1[C@@H](C[C@H](C1)O)C(=O)NCC1=CC=C(C=C1)C#C)C(C)(C)C (2S,4R)-1-((S)-2-(2-chloroacetamido)-3,3-dimethylbutanoyl)-N-(4-ethynylbenzyl)-4-hydroxypyrrolidine-2-carboxamide